S1C(=NN=C1SSC1=NN=C(S1)S)S 5,5'-dithio-bis(1,3,4-thiadiazole-2-thiol)